2-(5-chloro-2-iodophenyl)acetonitrile ClC=1C=CC(=C(C1)CC#N)I